indenone bromide [Br-].C1(C=CC2=CC=CC=C12)=O